1-(isobutylsulfonyl)piperidin C(C(C)C)S(=O)(=O)N1CCCCC1